1-[6-[6-(difluoromethoxy)-5-[(6-methylpyridazin-3-yl)amino]benzimidazol-1-yl]-3-[(1S)-1-hydroxyethyl]-2-pyridyl]-5-methyl-pyrazole-3-carbonitrile FC(OC=1C(=CC2=C(N(C=N2)C2=CC=C(C(=N2)N2N=C(C=C2C)C#N)[C@H](C)O)C1)NC=1N=NC(=CC1)C)F